FC=1C=CC(=NC1)N1C[C@H](N(CC1)C1=NC=C(C=N1)NC(C1=CN=C(C=C1)C=1C=NN(C1)C)=O)C (R)-N-(2-(4-(5-fluoropyridin-2-yl)-2-methylpiperazin-1-yl)pyrimidin-5-yl)-6-(1-methyl-1H-pyrazol-4-yl)nicotinamide